O1C=CC2=C1C=C(C=C2)C(=O)N2CC1=CC(=C(C(=C1CC2)Cl)C(=O)N)Cl 2-(benzofuran-6-carbonyl)-5,7-dichloro-1,2,3,4-tetrahydroisoquinoline-6-carboxamid